FC([C@@](C(=O)N1CC2(CC2)[C@@H]([C@@H]1CC1=C(C(=CC=C1)C1=CC(=CC=C1)F)F)NS(=O)(=O)CF)(C)O)F N-[(6S,7S)-5-[(2S)-3,3-difluoro-2-hydroxy-2-methyl-propanoyl]-6-[[2-fluoro-3-(3-fluorophenyl)phenyl]methyl]-5-azaspiro[2.4]heptan-7-yl]-1-fluoro-methanesulfonamide